(±)-ethyl (1S,3S,4S)-3-acetamido-4-fluorocyclopentane-1-carboxylate C(C)(=O)N[C@H]1C[C@@H](C[C@@H]1F)C(=O)OCC |r|